ClC=1C=CC=C2C(C=C(OC12)C1=C(OCCNC(C(=O)O)=O)C=C(C=C1OC)C)=O 2-[2-[2-(8-chloro-4-oxo-chromen-2-yl)-3-methoxy-5-methyl-phenoxy]ethylamino]-2-oxo-acetic acid